O=C(CN1C(CCC1)C=1C=C(C(NC1)=O)C(F)(F)F)N1CCN(CC1)C1=NC=C(C=N1)C(F)(F)F 5-(1-(2-oxo-2-(4-(5-(trifluoromethyl)pyrimidin-2-yl)piperazin-1-yl)ethyl)pyrrolidin-2-yl)-3-(trifluoromethyl)pyridin-2(1H)-one